NC=1C(=CC(=C(C1)S(=O)(=O)N(C)C)C)OC 5-amino-4-methoxy-N,N,2-trimethyl-benzenesulfonamide